trans-4-hydroxymethyl-2-methyl-1,3-dioxolane OC[C@H]1O[C@@H](OC1)C